ClC1=CC(=C(C=C1)C1(OC2=C(O1)C=CC=C2N2C=NN(CC2)C=O)C)F 4-(2-(4-chloro-2-fluorophenyl)-2-methylbenzo[d][1,3]dioxol-4-yl)-5,6-dihydro-1,2,4-triazine-1(4H)-carbaldehyde